OC[C@@]1(O)[C@H](O)[C@H](O)[C@@H](O1)CO β-L-tagatofuranose